N[C@@H](CCC(=O)O)C(=O)O.N[C@@H](CCCNC(N)=N)C(=O)O L-Arginine-L-Glutamate Salt